O1COC2=C1C=CC(=C2)N(C(=O)C=2C=C(C=CC2)N2N=C(C=1CN(CCC12)C(=O)C1=CC=C(C(=O)OC)C=C1)C(F)(F)F)C methyl 4-[1-[3-[1,3-benzodioxol-5-yl(methyl)carbamoyl]phenyl]-3-(trifluoromethyl)-6,7-dihydro-4H-pyrazolo[4,3-c]pyridine-5-carbonyl]benzoate